ClC1=C(C=C(C=C1)C(N1C[C@@H](N(C[C@H]1C)C=1C=2N=C(N(C2N(C(N1)=O)C)C[C@H]1OCCC1)C)C)C1CC(C1)(F)F)F 6-((2S,5R)-4-((4-chloro-3-fluorophenyl)(3,3-difluorocyclobutyl)methyl)-2,5-dimethylpiperazin-1-yl)-3,8-dimethyl-9-(((S)-tetrahydrofuran-2-yl)methyl)-3,9-dihydro-2H-purin-2-one